ClC1=NC=2N(C(=C1)N(C(OC(C)(C)C)=O)CC=1N=C3N(C=C(C=C3N3C(N(C(C3)=O)C)=O)C3CC3)C1)N=CN2 tert-butyl (5-chloro-[1,2,4]triazolo[1,5-a]pyrimidin-7-yl)((6-cyclopropyl-8-(3-methyl-2,4-dioxoimidazolidin-1-yl)imidazo[1,2-a]pyridin-2-yl)methyl)carbamate